2-azaspiro[4.5]Decane-7-carboxamide C1NCCC12CC(CCC2)C(=O)N